8-bromo-3-iodo-2',3',5',6'-tetrahydro-3H-spiro[benzo[b][1,4]oxazepine-2,4'-pyran]-4(5H)-one BrC=1C=CC2=C(OC3(CCOCC3)C(C(N2)=O)I)C1